C[C@H]1[C@H](CNCC1)N(C=1C2=C(N=CN1)NC=C2)C N-[(3R,4R)-4-methylpiperidine-3-yl]-N-methyl-7H-pyrrolo[2,3-d]pyrimidine-4-amine